(2-(5-(1-(3,5-dichloropyridin-4-yl)ethoxy)-1H-indazol-3-yl)-4,6-dihydropyrrolo[3,4-d]imidazol-5(1H)-yl)(3-hydroxycyclobutyl) ketone ClC=1C=NC=C(C1C(C)OC=1C=C2C(=NNC2=CC1)C1=NC2=C(N1)CN(C2)C2(CC(C2)O)C(=O)C2(CC(C2)O)N2CC=1NC(=NC1C2)C2=NNC1=CC=C(C=C21)OC(C)C2=C(C=NC=C2Cl)Cl)Cl